methylethylhydroxyfuranone CC1=C(C(C(O1)=O)O)CC